aminopyrazineamidine NC=1C(=NC=CN1)C(=N)N